benzyl-(3aR,5s,6aS)-5-((4-nitrobenzoyl)oxy)hexahydrocyclopenta[c]pyrrole C(C1=CC=CC=C1)C1NC[C@H]2C1=C[C@H](C2)OC(C2=CC=C(C=C2)[N+](=O)[O-])=O